CC(CCO)CCC=C(C)C 3,7-dimethyl-6-octanenol